1-(4-cyanophenyl)-3-(3-(trifluoromethyl)phenyl)urea C(#N)C1=CC=C(C=C1)NC(=O)NC1=CC(=CC=C1)C(F)(F)F